(S)-2-((S)-2-(((benzyloxy)carbonyl)amino)-3-methylbutanamido)-3-cyclohexylpropanoic acid C(C1=CC=CC=C1)OC(=O)N[C@H](C(=O)N[C@H](C(=O)O)CC1CCCCC1)C(C)C